4-((1H-pyrazol-1-yl)methyl)-[1,3]Dioxolane N1(N=CC=C1)CC1OCOC1